2,4-dibromobutanoic acid methyl ester COC(C(CCBr)Br)=O